CC=1C(=CC=2C=C(N3C(C2C1)=C1C=CC=CC1=N3)C3=CC=CC=C3)C 2,3-Dimethyl-6-phenylindazolo[3,2-a]isoquinoline